(R)-4,4'-(3-(3-Aminopiperidin-1-carbonyl)-1H-pyrazol-1,5-diyl)dibenzonitril N[C@H]1CN(CCC1)C(=O)C1=NN(C(=C1)C1=CC=C(C#N)C=C1)C1=CC=C(C#N)C=C1